C(C1=CC=CC=C1)OC1=NC(=C(C(=N1)CC1CCCC2=CC=CC=C12)[N+](=O)[O-])OCC1=CC=CC=C1 1-((2,6-bis(benzyloxy)-5-nitropyrimidin-4-yl)methyl)-1,2,3,4-tetrahydronaphthalene